(S or R)-N-((3-(4-fluorophenethyl)-1-(2-(6-methylpyridin-3-yl)propan-2-yl)pyrrolidin-3-yl)methyl)-4-methyl-benzene-sulfonamide citrate C(CC(O)(C(=O)O)CC(=O)O)(=O)O.FC1=CC=C(CC[C@]2(CN(CC2)C(C)(C)C=2C=NC(=CC2)C)CNS(=O)(=O)C2=CC=C(C=C2)C)C=C1 |o1:20|